(3S,6S,7R)-N-(2,4-difluorobenzyl)-6,12-dihydroxy-3,7-dimethyl-1,11-dioxo-1,4,5,6,7,11-hexahydro-3H-2,7-methanopyrido[1,2-a][1,4]diazonine-10-carboxamide FC1=C(CNC(=O)C=2C(C(=C3N([C@]4([C@H](CC[C@@H](N(C3=O)C4)C)O)C)C2)O)=O)C=CC(=C1)F